ClC1=CC=C(C=N1)C1=CC(=CN=N1)C(=O)NCC=1C(=NC=CC1)N1CCOCC1 6-(6-chloro-3-pyridyl)-N-[(2-morpholino-3-pyridyl)methyl]pyridazine-4-carboxamide